(2R,4R)-1-(3-chloro-2,6-difluoro-benzyl)-4-((3-fluoro-4-(2-hydroxypropan-2-yl)-6-((5-methyl-1H-pyrazol-3-yl)amino)pyridin-2-yl)methyl)-2-methylpiperidine ClC=1C(=C(CN2[C@@H](C[C@@H](CC2)CC2=NC(=CC(=C2F)C(C)(C)O)NC2=NNC(=C2)C)C)C(=CC1)F)F